FC=1C=CC(=NC1)C1=NN2C(CCC(C2)COC)=C1C1=C2C(=NC(=C1)C)NN=C2 4-[2-(5-fluoro-2-pyridinyl)-6-(methoxymethyl)-4,5,6,7-tetrahydropyrazolo[1,5-a]pyridin-3-yl]-6-methyl-1H-pyrazolo[3,4-b]pyridine